1-(4-((benzylcarbamoyl)(trans-4-((5-cyanopyridin-2-yl)amino)cyclohexyl)amino)-phenyl)piperidine-4-carboxamide C(C1=CC=CC=C1)NC(=O)N(C1=CC=C(C=C1)N1CCC(CC1)C(=O)N)[C@@H]1CC[C@H](CC1)NC1=NC=C(C=C1)C#N